tert-Butyl 1-(4-(2-(4-methyl-4H-1,2,4-triazol-3-yl)phenyl)-6-(1-oxo-4-(trifluoromethyl)isoindolin-2-yl)pyridin-2-yl)cyclopropane-1-carboxylate CN1C(=NN=C1)C1=C(C=CC=C1)C1=CC(=NC(=C1)N1C(C2=CC=CC(=C2C1)C(F)(F)F)=O)C1(CC1)C(=O)OC(C)(C)C